8-fluoro-N-[(1R)-1-methyl-propyl]-8-fluoro-quinoline-3-carboxamide FC1(CC=CC=2C=C(C=NC12)C(=O)N[C@@H](CC)C)F